2-(1-methyl-1H-pyrazol-3-yl)[1,2,4]triazolo[1,5-c]quinazolin CN1N=C(C=C1)C1=NN2C=NC=3C=CC=CC3C2=N1